hept-3-yn-1-yl 8-((6-((4,4-bis(octyloxy)butanoyl)oxy)hexyl)(2-hydroxyethyl)amino)octanoate C(CCCCCCC)OC(CCC(=O)OCCCCCCN(CCCCCCCC(=O)OCCC#CCCC)CCO)OCCCCCCCC